ClC1=C(C(C(=O)[O-])=CC=C1)O.OCC[N+](CC)(CC)CC 2-hydroxyethyl(triethyl)ammonium 3-chlorosalicylate